4,6-bis(4-naphthalen-1-yl-phenyl)-2-(3'-cyano-biphenyl-3-yl)-benzoxazole C1(=CC=CC2=CC=CC=C12)C1=CC=C(C=C1)C1=CC(=CC2=C1N=C(O2)C=2C=C(C=CC2)C2=CC(=CC=C2)C#N)C2=CC=C(C=C2)C2=CC=CC1=CC=CC=C21